triethoxysilylpropyl-octadecyl-methyl-benzyl-ammonium chloride [Cl-].C(C)O[Si](OCC)(OCC)CCC[N+](CC1=CC=CC=C1)(C)CCCCCCCCCCCCCCCCCC